3,3',5,5'-tetraisopropyl-4,4'-biphenol C(C)(C)C=1C=C(C=C(C1C1=C(C=C(C=C1C(C)C)O)C(C)C)C(C)C)O